Cl.OCC1(CCNCC1)O 4-(hydroxymethyl)piperidin-4-ol hydrochloride